FC(C(=O)C1=CC(=NC=C1)C(=O)O)(C)F 4-(2,2-difluoropropanoyl)picolinic acid